2-(3-amino-6,7-dihydropyrazolo[1,5-a]pyrazin-5(4H)-yl)ethanol NC=1C=NN2C1CN(CC2)CCO